COC1CC(CN(C1)C)(C)CO (5-methoxy-1,3-dimethylpiperidin-3-yl)methanol